BrC1=CC=C(N)C=C1 MONOBROMOANILINE